BrC1=CC(=C(C=O)C=C1)N 4-bromo-o-aminobenzaldehyde